CC(=CCCC(=C)C=C)C The molecule is a monoterpene that is octa-1,6-diene bearing methylene and methyl substituents at positions 3 and 7 respectively. It has a role as a plant metabolite, an anti-inflammatory agent, an anabolic agent, a fragrance, a flavouring agent and a volatile oil component.